2-(3-azabicyclo[3.2.1]oct-8-yl)acetic acid ethyl ester C(C)OC(CC1C2CNCC1CC2)=O